N,N,N-triethyl-cyclohexylammonium bromide [Br-].C(C)[N+](CC)(CC)C1CCCCC1